N[C@H](CC1=C(C2=NC(=CC(=C2S1)NCC=1SC=CC1)C#N)C)C 2-[(2s)-2-aminopropyl]-3-methyl-7-{[(thiophen-2-yl)methyl]amino}thieno[3,2-b]pyridine-5-carbonitrile